C(CCCCCCCCCCCCCCC)OC=1C=C(CO)C=C(C1OCCCCCCCCCCCCCCCC)OCCCCCCCCCCCCCCCC 3,4,5-tris(hexadecyloxy)benzyl alcohol